N-[2-(5-methoxy-1H-indol-3-yl)ethyl]acetamide COC=1C=C2C(=CNC2=CC1)CCNC(C)=O